S-((1S,4S)-4-((t-butoxycarbonyl)amino)cyclohexyl)thioacetic acid C(C)(C)(C)OC(=O)NC1CCC(CC1)S=C(C)O